cis-rac-tert-butyl (3R,4S)-4-((4-(benzo[d]thiazol-6-ylamino)-7-bromoquinazolin-6-yl)amino)-3-fluoropiperidine-1-carboxylate S1C=NC2=C1C=C(C=C2)NC2=NC=NC1=CC(=C(C=C21)N[C@@H]2[C@@H](CN(CC2)C(=O)OC(C)(C)C)F)Br |r|